1-(3-(tert-butyl)-1H-pyrazol-5-yl)-3-(4-(5-(2-(4-(2-(2,6-dioxopiperidin-3-yl)-1,3-dioxoisoindol-5-yl)piperazin-1-yl)ethoxy)-1H-benzo[d]imidazol-1-yl)phenyl)urea C(C)(C)(C)C1=NNC(=C1)NC(=O)NC1=CC=C(C=C1)N1C=NC2=C1C=CC(=C2)OCCN2CCN(CC2)C=2C=C1C(N(C(C1=CC2)=O)C2C(NC(CC2)=O)=O)=O